N-(isoindolin-4-yl)quinazolin-2-amine TFA salt OC(=O)C(F)(F)F.C1NCC2=C(C=CC=C12)NC1=NC2=CC=CC=C2C=N1